FC(C=1C=NC(=NC1)NC(C(=O)O)CC)(F)F ((5-(trifluoromethyl)pyrimidin-2-yl)amino)butanoic acid